COC=1C(=CSC1)B1OC(C(O1)(C)C)(C)C 2-(4-methoxythiophene-3-yl)-4,4,5,5-tetramethyl-1,3,2-dioxaborolane